ClC1=CC=C(C=C1)C(CNC(=O)C1=NC(=NC=C1OC1=CC(=CC=C1)C(F)(F)F)C)(F)F N-[2-(4-chlorophenyl)-2,2-difluoroethyl]-2-methyl-5-[3-(trifluoromethyl)phenoxy]pyrimidine-4-carboxamide